O=C1N(C(CC1)=O)C(CCCNC(OC(C)(C)C)=O)=O tert-butyl (4-(2,5-dioxopyrrolidin-1-yl)-4-oxobutyl)carbamate